4-methoxyimidazo[1,2-a]quinolin-7-amine COC=1C=2N(C3=CC=C(C=C3C1)N)C=CN2